3-((dimethylamino)methyl)-N'-(1,2,3,5,6,7-hexahydro-s-indacen-4-ylcarbamoyl)benzenesulfonimidamide CN(C)CC=1C=C(C=CC1)S(=O)(N)=NC(NC1=C2CCCC2=CC=2CCCC12)=O